C(C)(C)(C)OC(C[C@H](CN=[N+]=[N-])NC(=O)ON1C(CCC1=O)=O)=O.[Cl-].C[NH+](C)C N,N,N-trimethylammonium chloride tert-butyl-(R)-4-azido-3-((((2,5-dioxopyrrolidin-1-yl)oxy)carbonyl)amino)butanoate